N-(2-(2,3-dihydro-1H-inden-2-yl)ethyl)-4-(4-(4-(methylsulfonyl)benzyloxy)phenyl)-1H-imidazole-1-carboxamide C1C(CC2=CC=CC=C12)CCNC(=O)N1C=NC(=C1)C1=CC=C(C=C1)OCC1=CC=C(C=C1)S(=O)(=O)C